C[S+]1SSSC1 1-methyltetrathiolium